C1N(CC12CCNCC2)C=2C=C(C=CC2)S(=O)(=O)NC2=NOC1=C2C(=CC(=C1)CN1N=CC=C1)OC 3-(2,7-Diazaspiro[3.5]nonan-2-yl)-N-[4-methoxy-6-(pyrazol-1-ylmethyl)-1,2-benzoxazol-3-yl]benzenesulfonamide